ClC1=NC=C(C(=C1)C1=C(C=NC(=C1)C)C(=O)NC=1SC2=C(N1)CN(C2)C(C2=NC=C(C=C2C)OC(F)(F)F)=O)OC 2'-chloro-5'-methoxy-6-methyl-N-(5-(3-methyl-5-(trifluoromethoxy)picolinoyl)-5,6-dihydro-4H-pyrrolo[3,4-d]thiazol-2-yl)-[4,4'-bipyridine]-3-carboxamide